C(C#C)OCCNCCCN N1-(2-(prop-2-yn-1-yloxy)ethyl)propane-1,3-diamine